(S)-5-(6-(cyclopentylamino)-4-(difluoromethyl)pyridin-3-yl)-4-(2-methylpyrrolidine-1-carbonyl)Thiazole-2-carboxylic acid potassium salt [K+].C1(CCCC1)NC1=CC(=C(C=N1)C1=C(N=C(S1)C(=O)[O-])C(=O)N1[C@H](CCC1)C)C(F)F